ClC=1C(N(C(=CC1OCC1=NC=C(C=C1F)F)C)C1=CC(=NC=C1C)N1N=CC=C1)=O 1-(3-chloro-4-((3,5-difluoropyridin-2-yl)methoxy)-5',6-dimethyl-2-oxo-2H-[1,4'-bipyridin]-2'-yl)-1H-pyrazol